(2Z)-N-(2,5-dimethylpyridin-3-yl)-3-(3-cyano-1H-indazol-6-yl)-2-fluoroprop-2-enamide CC1=NC=C(C=C1NC(/C(=C/C1=CC=C2C(=NNC2=C1)C#N)/F)=O)C